O=C1NC(CCC1N1C(C2=CC=C(C=C2C1)NC(CC1CCN(CC1)C1=NC=C(C=C1OCCO)C=1C=CC=C2C=CC=NC12)=O)=O)=O N-(2-(2,6-dioxopiperidin-3-yl)-1-oxoisoindolin-5-yl)-2-(1-(3-(2-Hydroxyethoxy)-5-(quinolin-8-yl)pyridin-2-yl)piperidin-4-yl)acetamide